O1N=CC(=C1)C1=C(SC2=C1C=CC(=C2)C2CCOCC2)C(=O)OC methyl 3-(isoxazol-4-yl)-6-(3,4,5,6-tetrahydro-2H-pyran-4-yl)benzothiophene-2-carboxylate